COC=1C=C(C=CC1C(NC)=O)CCCC(=O)O 4-(3-methoxy-4-(methylcarbamoyl)phenyl)butanoic acid